6-[3-methyl-1-(oxetan-3-yl)-1H-pyrazolo[3,4-d]pyrimidin-6-yl]-2-[6-methyl-2-(trifluoromethyl)pyrimidin-4-yl]-2,6-diazaspiro[3.4]octane CC1=NN(C2=NC(=NC=C21)N2CC1(CN(C1)C1=NC(=NC(=C1)C)C(F)(F)F)CC2)C2COC2